2-(2-chlorophenyl)-N-(2-isopropyl-4-sulfamoyl-2H-indazol-6-yl)acetamide ClC1=C(C=CC=C1)CC(=O)NC=1C=C(C2=CN(N=C2C1)C(C)C)S(N)(=O)=O